Ethyl 6-(Benzyloxy)-7-methylpyrazolo[1,5-a]pyrimidine-5-carboxylate C(C1=CC=CC=C1)OC=1C(=NC=2N(C1C)N=CC2)C(=O)OCC